C[C@@]12C=CC[C@@]3([C@@H]1[C@@H]([C@]45[C@H]3CC[C@H](C4)C(=C)C5)C(=O)O)OC2=O The molecule is a C19-gibberellin obtained by formal dehydrogenation across the 2,3-position of gibberellin A9. It has a role as a mouse metabolite. It is a C19-gibberellin and a gibberellin monocarboxylic acid. It derives from a gibberellin A9.